FC=1C=C(C=CC1C)C1C(=C(NC=2N1N=C(C2)CO)C)C(=O)NC=2C=C1C=CN=CC1=CC2 7-(3-fluoro-4-methylphenyl)-2-(hydroxymethyl)-N-(isoquinolin-6-yl)-5-methyl-4,7-dihydropyrazolo[1,5-a]pyrimidine-6-carboxamide